C(C)N1C(OCC2=C1N=C(N=C2)N[C@@H](C)C2=CC=C(C=C2)[C@@H](CC)N2CCN(CC2)C(C=C)=O)=O |&1:21| 1-Ethyl-7-[[(1S)-1-[4-[(1R/S)-1-(4-prop-2-enoylpiperazin-1-yl)propyl]phenyl]ethyl]amino]-4H-pyrimido[4,5-d][1,3]oxazin-2-one